6-chloro-3-((1-(6-fluoro-2-(5-fluoropyridin-2-yl)-3-deuteromethyl-4-oxo-3,4-dihydro-quinazolin-8-yl)ethyl)amino)benzoic acid ClC1=CC=C(C=C1C(=O)O)NC(C)C=1C=C(C=C2C(N(C(=NC12)C1=NC=C(C=C1)F)C[2H])=O)F